ClC=1C=C(C=C(C1)C=NC1=C(C(=CC=C1)Cl)Cl)O 3-chloro-5-((2,3-dichloro-phenylimino)meth-yl)phenol